ClC1=CC=C2C(N(N(C2=C1)CC=C)C1=C(C=CC(=C1)C)OC)=O 6-chloro-2-(2-methoxy-5-methylphenyl)-1-(prop-2-en-1-yl)indazol-3-one